thiazolo[5,4-d]-triazole N1=NN=C2C1=NCS2